FC(C=1C(=C(C=CC1)C(C)N)F)F 1-[3-(difluoromethyl)-2-fluoro-phenyl]ethanamine